NCC(C[SiH2]OC(OCC)OCC)C 3-amino-2-methylpropyl(diethoxymethoxysilane)